(R)-N-(5-methoxy-8-methylisoquinolin-1-yl)-4-(1-methyl-1H-1,2,3-triazol-4-yl)-N-(piperidin-3-yl)benzamide COC1=C2C=CN=C(C2=C(C=C1)C)N(C(C1=CC=C(C=C1)C=1N=NN(C1)C)=O)[C@H]1CNCCC1